C1(CC1)\C=C/C=1C=CC(=NC1)N (Z)-5-(2-cyclopropylvinyl)pyridin-2-amine